(l)-phenylalanine N[C@@H](CC1=CC=CC=C1)C(=O)O